FC=1C=C(C=CC1)N1[C@H]2[C@@H](CCC1)NCC2 (3aR,7aR)-4-(3-fluorophenyl)-octahydropyrrolo[3,2-b]pyridine